(1aRS,7bSR)-5-{2-[((S)-1-azabicyclo[2.2.2]oct-3-yl)amino]benzenesulfonyl-amino}-1,1a,2,7b-tetrahydrocyclopropa[c]chromene-4-carboxylic acid N12C[C@H](C(CC1)CC2)NC2=C(C=CC=C2)S(=O)(=O)NC2=CC=C1[C@@H]3[C@H](COC1=C2C(=O)O)C3 |&1:23,24|